ClC1=NC=C(C(=N1)C1=CC2=C(N=C(S2)C)C=C1)F 6-(2-chloro-5-fluoropyrimidin-4-yl)-2-methylbenzothiazole